ClC=1C=C(C=CC1)C#CC1CNC1 3-[2-(3-Chloro-phenyl)ethynyl]azetidine